C(C1=CC=CC=C1)[C@H]1N(CCC[C@H](C1)C)C1=NC(=CC(N1)=O)N1C[C@H](OCC1)C 2-((2S,4R)-2-benzyl-4-methylazepan-1-yl)-6-((R)-2-methylmorpholino)pyrimidin-4(3H)-one